1,2-diiodooxy-N,N-dimethyl-3-aminopropane IOCC(CN(C)C)OI